5-methyl-2-(1-methyl-vinyl)cyclohexanol CC1CCC(C(C1)O)C(=C)C